ClC=1C(=NC=C(N1)OC(CC)CC)CC 3-chloro-2-ethyl-5-(pentan-3-yloxy)pyrazine